CNC(CCC(=O)N)=O N-methyl-succinamide